digallium triselenide [Ga+3].[Ga+3].[Se-2].[Se-2].[Se-2]